1-(2-amino-4-chlorophenyl)pyrrolidin-2-one NC1=C(C=CC(=C1)Cl)N1C(CCC1)=O